(S)-(1,4,10,13-tetraoxa-7,16-diaza-octadeca-2-yl) acetate C(C)(=O)O[C@H](O)COCCNCCOCCOCCNCC